(1s,4s)-4-(((4-(1-(3-fluoro-4-methoxyphenyl)-1H-pyrazol-4-yl)pyrimidin-5-yl)oxy)-methyl)-cyclohexane-1-amine hydrochloride Cl.FC=1C=C(C=CC1OC)N1N=CC(=C1)C1=NC=NC=C1OCC1CCC(CC1)N